5-[4-(2-hydroxy-4,4-dimethyl-pentyl)piperazin-1-yl]-N-methyl-7-(trifluoromethyl)thieno[3,2-b]pyridine-3-carboxamide OC(CN1CCN(CC1)C1=CC(=C2C(=N1)C(=CS2)C(=O)NC)C(F)(F)F)CC(C)(C)C